C1(CC1)C1=C(C=C(C=C1)C(NC(=O)C1N(CC(C1)F)C(CC=1C=C2C=CC(=NC2=CC1)C)=O)C1=CC=CC=C1)F N-[(4-cyclopropyl-3-fluorophenyl)(phenyl)methyl]-4-fluoro-1-[2-(2-methylquinolin-6-yl)acetyl]pyrrolidine-2-carboxamide